3-methyl-4-((1-(2,2,2-trifluoroethyl)piperidin-4-yl)oxy)aniline CC=1C=C(N)C=CC1OC1CCN(CC1)CC(F)(F)F